tert-butyl 4-[(2S)-2-[[8-[1-[2-(dimethylamino)ethyl]-3,5-dimethylpyrazol-4-yl]quinazolin-4-yl]amino]propyl]piperazine-1-carboxylate CN(CCN1N=C(C(=C1C)C=1C=CC=C2C(=NC=NC12)N[C@H](CN1CCN(CC1)C(=O)OC(C)(C)C)C)C)C